C1(CC1)NC(C([C@H](C[C@H]1C(N[C@@H](C1)C)=O)NC(C1=C(C=CC(=C1)F)NC(C1=CC(=CC=C1)C(F)(F)F)=O)=O)=O)=O N-[(1S)-3-(cyclopropylamino)-1-[[(3S,5R)-5-methyl-2-oxo-pyrrolidin-3-yl]methyl]-2,3-dioxo-propyl]-5-fluoro-2-[[3-(trifluoromethyl)benzoyl]amino]benzamide